5-methoxy-1-(tetrahydro-2H-pyran-2-yl)-1H-4-azaindazole COC=1N=C2C=NN(C2=CC1)C1OCCCC1